4-chloro-2,5-difluoro-2'-methoxy-1,1'-biphenyl ClC1=CC(=C(C=C1F)C1=C(C=CC=C1)OC)F